1,2,3-propanetricarboxylic acid tris(3-methylcyclohexylamide) CC1CC(CCC1)NC(=O)CC(CC(=O)NC1CC(CCC1)C)C(=O)NC1CC(CCC1)C